2-(4-vinylthiophen-3-yl)acetic acid C(=C)C=1C(=CSC1)CC(=O)O